ClC1=C(C=CC(=C1)Cl)N1N=C(C(C1=O)CC)C(=O)OCC Ethyl 1-(2,4-Dichlorophenyl)-4-Ethyl-5-Oxo-4,5-Dihydro-1H-Pyrazole-3-Carboxylate